3-propylene 1,2-propanedisulfonate C1C(C)S(=O)(=O)OC(COS1(=O)=O)C